C1(CCC1)CCN1CC2N(C(CCN2CC2=CC=C(C=C2)F)=O)C(C1=O)C 8-(2-cyclobutylethyl)-1-(4-fluorobenzyl)-6-methylhexahydro-4H-pyrazino[1,2-a]pyrimidine-4,7(6H)dione